(4-(4'-(6-chloro-2-(((3R,3aR,6R,6aR)-6-hydroxyhexahydrofuro[3,2-b]furan-3-yl)oxy)-1H-benzo[d]imidazol-5-yl)-[1,1'-biphenyl]-4-carboxamido)butyl)phosphonic acid ClC=1C(=CC2=C(NC(=N2)O[C@H]2[C@@H]3[C@H](OC2)[C@@H](CO3)O)C1)C1=CC=C(C=C1)C1=CC=C(C=C1)C(=O)NCCCCP(O)(O)=O